C(C)(C)(C)OC(=O)N1CC2(C1)OCCCN2C(=O)N([C@@H](C(C)C)C(=O)O)C N-{2-(tert-butoxycarbonyl)-5-oxa-2,9-diazaspiro[3.5]nonane-9-carbonyl}-N-methyl-L-valine